OCCCCCCCC(=O)OC(CCCCCC)CCCCCCCC pentadecan-7-yl 8-hydroxyoctanoate